[Se]1NN=C2C=CC=3C(N=NN3)=C21 selenadiazolobenzotriazole